ClC1=C(C(=C(C#N)C(=C1)OC1CC1)C=1N(N=CC1I)C)F 4-chloro-6-(cyclopropoxy)-3-fluoro-2-(4-iodo-2-methyl-pyrazol-3-yl)benzonitrile